CON(C(=O)C1CN(C(C=2N(C1)N=C1C2CN(CC1)C(=O)OC(C)(C)C)=O)C)C tert-Butyl 8-(methoxy(methyl)carbamoyl)-10-methyl-11-oxo-3,4,8,9,10,11-hexahydro-1H-pyrido[4',3':3,4]pyrazolo[1,5-a][1,4]diazepine-2(7H)-carboxylate